phosphineoxy-carbon PO[C]